1-[6-[6-(difluoromethoxy)-5-[(6-methylpyridazin-3-yl)amino]benzimidazol-1-yl]-3-[(1R)-1-hydroxyethyl]-2-pyridinyl]-5-methyl-pyrazole-3-carbonitrile FC(OC=1C(=CC2=C(N(C=N2)C2=CC=C(C(=N2)N2N=C(C=C2C)C#N)[C@@H](C)O)C1)NC=1N=NC(=CC1)C)F